(R)-N-(5-((6-(3-(3-(benzyloxy)-phenyl)isoxazolidin-2-yl)pyrimidin-4-yl)amino)-4-methoxy-2-(4-methylpiperazin-1-yl)phenyl)-acrylamide C(C1=CC=CC=C1)OC=1C=C(C=CC1)[C@@H]1N(OCC1)C1=CC(=NC=N1)NC=1C(=CC(=C(C1)NC(C=C)=O)N1CCN(CC1)C)OC